C(C)(=O)NC1[C@H](O)[C@@H](O)[C@@H](O)[C@H](O1)CO N-acetylgalactosylamine